CCCCCCCCCCCCCCCCCCCCCCCCCC(=O)N[C@@H](CO)[C@@H]([C@@H](CCCCCCCCCCC(C)C)O)O The molecule is a N-acyl-4-hydroxy-15-methylhexadecasphinganine in which the acyl group has 26 carbons and 0 double bonds. It is a N-acyl-15-methylhexadecaphytosphingosine and a N-(very-long-chain fatty acyl)-sphingoid base. It derives from a 15-methylhexadecaphytosphingosine.